C[C@@H]1C[C@@]2(N([C@H](C1)C2)C(=O)NC2=CC(=C(C=C2)C)C2=NN1C(C=N2)=CC=C1)C1=NC(=NO1)C (1S,3S,5R)-3-methyl-1-(3-methyl-1,2,4-oxadiazol-5-yl)-N-(4-methyl-3-(pyrrolo[2,1-f][1,2,4]triazin-2-yl)phenyl)-6-azabicyclo[3.1.1]heptane-6-carboxamide